[Si](C1=CC=CC=C1)(C1=CC=CC=C1)(C(C)(C)C)OC[C@]12CCCN2[C@@H](CC1)CO ((3S,7aS)-7a-(((tert-butyldiphenylsilyl)oxy)methyl)hexahydro-1H-pyrrolizin-3-yl)methanol